5-(5-(3-benzoylthioureido)-2-fluorophenyl)-2,5-dimethyl-1,1-dioxo-1,2,4-thiadiazin C(C1=CC=CC=C1)(=O)NC(NC=1C=CC(=C(C1)C1(N=CN(S(C1)(=O)=O)C)C)F)=S